ClC(C#N)(C(C1=CC=CC=C1)O)CC1=CC(=CC=C1)C(F)(F)F chloro-3-hydroxy-3-phenyl-2-(3-(trifluoromethyl)benzyl)propionitrile